COC=1N=NC=C(C1)C=1C=CC2=C(C1)COC1=NC(=NC=C12)SC 3-methoxy-5-[3-(methylsulfanyl)-6H-isochromeno[3,4-d]pyrimidin-8-yl]pyridazine